tert-butyl 3-((4-((3-chloro-2-fluorophenyl) amino)-6-nitroquinazolin-7-yl) ethynyl)-4,4-difluoro-3-methylpyrrolidine-1-carboxylate ClC=1C(=C(C=CC1)NC1=NC=NC2=CC(=C(C=C12)[N+](=O)[O-])C#CC1(CN(CC1(F)F)C(=O)OC(C)(C)C)C)F